C(C)N1C(C2=CC=C(C=C2C1)O)=O 2-ethyl-5-hydroxyisoindolin-1-one